COC1=CC=C(CN2C(=C(C(C23C(=NN(C3=O)C3=CC=CC=C3)C)C3=CC=CC=C3)C(=O)OCC)C(=O)OCC)C=C1 diethyl 1-(4-methoxybenzyl)-6-methyl-9-oxo-4,8-diphenyl-1,7,8-triazaspiro[4.4]non-2,6-diene-2,3-dicarboxylate